(2-amino-5-nitrophenyl)(phenyl)methanone NC1=C(C=C(C=C1)[N+](=O)[O-])C(=O)C1=CC=CC=C1